ClC=1C=C(C=C(C1)Cl)C1=NOC2(C1OCC2)C(=O)N[C@H]2C=C[C@H](C2)C(=O)OC methyl (1S,4R)-4-[[3-(3,5-dichlorophenyl)-5,6-dihydro-3aH-furo[2,3-d]isoxazole-6a-carbonyl]amino]cyclopent-2-ene-1-carboxylate